N-[4-cyclohexyl-6-(2-methylphenoxy)pyrimidin-2-yl]-1-methyl-pyrazole-4-sulfonamide C1(CCCCC1)C1=NC(=NC(=C1)OC1=C(C=CC=C1)C)NS(=O)(=O)C=1C=NN(C1)C